6-fluoro-N~2~-{2-fluoro-4-[(methylsulfonyl)methyl]phenyl}-7-(8-methyl-2,3-dihydro-1H-pyrido[2,3-b][1,4]oxazin-7-yl)quinazoline-2,5-diamine FC1=C(C=2C=NC(=NC2C=C1C1=C(C2=C(OCCN2)N=C1)C)NC1=C(C=C(C=C1)CS(=O)(=O)C)F)N